ethyl (2E)-3-[4-(2-{[(R)-phenyl((3R)-1H,2H,3H,4H-pyrido[2,3-b]pyrazin-3-yl)methyl]amino}ethyl)pyridin-2-yl]prop-2-enoate C1(=CC=CC=C1)[C@H]([C@H]1CNC2=C(N1)N=CC=C2)NCCC2=CC(=NC=C2)/C=C/C(=O)OCC